tert-butyl 4-(1-(2-methyl-4-(trifluoromethoxy) benzyl)-3-oxo-1,3-dihydroisobenzofuran-5-yl)-3,6-dihydropyridine-1(2H)-carboxylate CC1=C(CC2OC(C3=CC(=CC=C23)C=2CCN(CC2)C(=O)OC(C)(C)C)=O)C=CC(=C1)OC(F)(F)F